2-amino-N-(5-cyclopropyl-6-(4-ethynyl-2-hydroxyphenyl)pyridazin-3-yl)acetamide NCC(=O)NC=1N=NC(=C(C1)C1CC1)C1=C(C=C(C=C1)C#C)O